FC1=C2C(=CC(=CC2=CC=C1F)O)C1=C(C=2N=C(N=C(C2C=N1)C1C[C@H](NCC1)C)OC[C@]12CCCN2C[C@@H](C1)F)F 5,6-difluoro-4-(8-fluoro-2-(((2R,7aS)-2-fluorotetrahydro-1H-pyrrolizin-7a(5H)-yl)methoxy)-4-((2R)-2-methylpiperidin-4-yl)pyrido[4,3-d]pyrimidin-7-yl)naphthalen-2-ol